FC1=C(C(=O)N2CCN(CC2)C2=NC=C(C#N)C=C2)C=C(C=C1)OC1=NNC(C2=CC=C(C=C12)C#CC)=O 6-(4-(2-fluoro-5-(4-oxo-7-(prop-1-ynyl)-3,4-dihydrophthalazin-1-yloxy)benzoyl)piperazin-1-yl)nicotinonitrile